COC=1C=CC=C(N)C1 5-methoxyaniline